CS(=O)(=O)CC1CN(C1)C=1C=CC(=C2C=C(N=CC12)NC1=NC(=NC=C1)N1CCC(CC1)(O)C)C(C)C 1-[4-({8-[3-(methanesulfonylmeth-yl)azetidin-1-yl]-5-(propan-2-yl)isoquinolin-3-yl}amino)pyrimidin-2-yl]-4-methylpiperidin-4-ol